ClCC1=C(C=C(C=C1F)C=1C(=NC=CC1)OC1CCCC1)F 3-[4-(chloromethyl)-3,5-difluoro-phenyl]-2-(cyclopentyloxy)pyridine